BrC1=CC=C(C=C1)N1N=C(C(=C1)[C-]1O[C@@H](C(N1CCC1=CC(=C(C=C1)N)N)=O)C)C1=CC=C(C=C1)F (2S,5R)-2-(1-(4-bromophenyl)-3-(4-fluorophenyl)-1H-pyrazol-4-yl)-3-(3,4-diaminophenethyl)-5-methyloxazolid-4-one